(R)-azetidin-1-yl(5-methyl-6-(3-(2-methylmorpholino)-7,8-dihydro-1,6-naphthyridin-6(5H)-yl)pyridazin-3-yl)methanone N1(CCC1)C(=O)C=1N=NC(=C(C1)C)N1CC=2C=C(C=NC2CC1)N1C[C@H](OCC1)C